3,3'-((1-(2-Methoxyethyl)-1H-indol-4-yl)azanediyl)dipropionic acid COCCN1C=CC2=C(C=CC=C12)N(CCC(=O)O)CCC(=O)O